3-[(1s,3s)-3-(cyanomethyl)-1-(4-methyl-1,2,4-triazol-3-yl)cyclobutyl]phenylpyrazolo[1,5-a]pyridine-7-carboxamide C(#N)CC1CC(C1)(C1=NN=CN1C)C=1C=C(C=CC1)C1=NN2C(C=CC=C2C(=O)N)=C1